ClC=1C=C(C=C(C1)C(F)(F)F)C(\C=C(/F)\C1=CC(=C(C(=O)O)C=C1)C(F)(F)F)C(F)(F)F (Z)-4-(3-(3-chloro-5-(trifluoromethyl)phenyl)-1,4,4,4-tetrafluorobut-1-en-1-yl)-2-(trifluoromethyl)benzoic acid